[O-2].[Y+3].[Ti+4] Titanium yttrium oxide